CC1(C(CNCC1)OC1OC(C2=CC=CC=C12)=O)C ((4,4-dimethylpiperidin-3-yl)oxy)isobenzofuran-1(3H)-one